2-bromo-2'-methoxyacetophenone BrCC(=O)C1=C(C=CC=C1)OC